C(O[C@H](CCN1CCOCC1)C1=CC=CC=C1)(OC1=CC=C(C=C1)[N+](=O)[O-])=O (R)-3-morpholino-1-phenylpropyl (4-nitrophenyl) carbonate